ClC=1C(=NC(=NC1)NC1CCOCC1)C=1C=C2N(CCN(C2=O)C(C(=O)O)C)C1 2-(7-(5-Chloro-2-((tetrahydro-2H-pyran-4-yl)amino)pyrimidin-4-yl)-1-oxo-3,4-dihydropyrrolo[1,2-a]pyrazin-2(1H)-yl)propanoic acid